C(C)C(CNC(=NC(C)C)NC(C)C)CCCC 1-(2-ethylhexyl)-2,3-diisopropylguanidine